dimethyl-[1,3]dioxolane CC1(OCCO1)C